6-chloro-4-[4-fluoro-2-(1H-imidazol-2-yl)phenyl]pyridine-2-carbonitrile ClC1=CC(=CC(=N1)C#N)C1=C(C=C(C=C1)F)C=1NC=CN1